5-bromo-4-chloro-3-indolyl-phosphate BrC=1C(=C2C(=CNC2=CC1)OP(=O)([O-])[O-])Cl